FC(C(=O)O)(F)F.COC=1C=C(C=CC1OCC#C)/C=C/C(=O)NC1=C(C(=O)NCCN2CCOCC2)C=CC=C1 (E)-2-(3-(3-methoxy-4-(prop-2-yn-1-yloxy)phenyl)acrylamido)-N-(2-morpholinoethyl)benzamide trifluoroacetic acid salt